1-(3-(4-((3-chloro-4-(difluoromethoxy)phenyl)amino)-7-methoxyquinazolin-6-yl)-3-methylazetidin-1-yl)prop-2-en-1-one ClC=1C=C(C=CC1OC(F)F)NC1=NC=NC2=CC(=C(C=C12)C1(CN(C1)C(C=C)=O)C)OC